O=C1OC2=C(N1)C=CC(=C2)C2CN(CCC2)C(=O)NCCCCC2=CC=CC=C2 3-(2-oxo-3H-1,3-benzoxazol-6-yl)-N-(4-phenylbutyl)piperidine-1-carboxamide